CC1=C(C(C=NCCN=CC=2C(O)=C(C=CC2)C)=CC=C1)O N,N'-bis(3-methyl-salicylidene)-ethylenediamine